CS(=O)(=O)C=1C=CC(=C(OCC#N)C1)NCC#CC=1N(C2=CC=CC(=C2C1)NC1CCNCC1)CC(F)(F)F 2-{5-methanesulfonyl-2-[(3-{4-[(piperidin-4-yl)amino]-1-(2,2,2-trifluoroethyl)-1H-indol-2-yl}prop-2-yn-1-yl)amino]phenoxy}acetonitrile